ethyl (Z)-2-chloro-2-(2-(4-methoxyphenyl)hydrazono)acetate Cl\C(\C(=O)OCC)=N/NC1=CC=C(C=C1)OC